methyl 5-((N-cyclopropyl-3-oxo-3,4-dihydro-2H-benzo[b][1,4]oxazine-7-carboxamido)methyl)picolinate C1(CC1)N(C(=O)C=1C=CC2=C(OCC(N2)=O)C1)CC=1C=CC(=NC1)C(=O)OC